FC1=CC(=C(C=C1)C=1C(=C(C=NC1C)C(=O)NC1=CC(=C(C=C1)OC1=CC=NC2=CC(=CN=C12)C(C)C)F)O)C 5-(4-fluoro-2-methylphenyl)-N-[3-fluoro-4-[(7-propan-2-yl-1,5-naphthyridin-4-yl)oxy]phenyl]-4-hydroxy-6-methylpyridine-3-carboxamide